N-methyl-N-[2-(methylamino)ethyl]carbamic acid CN(C(O)=O)CCNC